FC(C=1OC(=NN1)C=1C=NC(=CC1)CN1N=NC(=C1)C1CN(C1)CC)F 2-(difluoromethyl)-5-(6-((4-(1-ethylazetidin-3-yl)-1H-1,2,3-triazol-1-yl)methyl)pyridin-3-yl)-1,3,4-oxadiazole